1-[6-(5-chloro-1,3-benzoxazol-2-yl)spiro[3.3]heptan-2-yl]-3-propyl-urea ClC=1C=CC2=C(N=C(O2)C2CC3(CC(C3)NC(=O)NCCC)C2)C1